NC=1C=NN(C1CCCC(=O)O)C 4-(4-amino-1-methyl-1H-pyrazol-5-yl)butanoic acid